C1N=CC=C2C1=NC1=CC=CC=C21 1H-pyrido[3,4-b]indol